(3-hydroxy-7-(trifluoromethylthio)-2,3-dihydrospiro[indene-1,2'-[1,3]dioxolane]-4-oxy)benzonitrile OC1CC2(OCCO2)C=2C(=CC=C(C12)OC1=C(C#N)C=CC=C1)SC(F)(F)F